12,18-dimethylnonadecaenoic acid CC(CCCCCCCCC=CC(=O)O)CCCCCC(C)C